N-(1-hydroxypropan-2-yl)-3-oxo-2-(pyridin-3-yl)-6-[6-(trifluoromethyl)pyridin-3-yl]-2,3-dihydropyridazin OCC(C)N1N(C(CC=C1C=1C=NC(=CC1)C(F)(F)F)=O)C=1C=NC=CC1